methyl 6-methoxy-8-(4-(trifluoromethyl)piperidin-1-yl)quinoline-3-carboxylate COC=1C=C2C=C(C=NC2=C(C1)N1CCC(CC1)C(F)(F)F)C(=O)OC